S1C(=NC2=C1C=CC=C2)NC2=C(C=C(N=N2)N(C2=CC=C(C(=N2)C(=O)NS(=O)(=O)CCCCCC(=O)O)C=2C=NN(C2C)CC(C)(C)C)C)C 6-(N-(6-((6-(benzo[d]thiazol-2-ylamino)-5-methylpyridazin-3-yl)(methyl)amino)-3-(5-methyl-1-neopentyl-1H-pyrazol-4-yl)picolinoyl)sulfamoyl)hexanoic acid